2,2''-Dimethyl-p-terphenyl CC1=C(C=CC=C1)C1=CC=C(C=C1)C1=C(C=CC=C1)C